ClC=1C(=NC(=CC1)OC)OC[C@@H]1N(CC(C1)(OC)OC)C(=O)OC(C)(C)C tert-butyl (2R)-2-[[(3-chloro-6-methoxypyridin-2-yl)oxy]methyl]-4,4-dimethoxypyrrolidine-1-carboxylate